2-(2-((6-(1H-imidazol-1-yl)pyridin-3-yl)oxy)ethoxy)isoindoline-1,3-dione N1(C=NC=C1)C1=CC=C(C=N1)OCCON1C(C2=CC=CC=C2C1=O)=O